1-(5-(((S)-4-(((1r,3S)-3-methoxycyclobutyl)methyl)-3-methylpiperazin-1-yl)methyl)pyrazolo[1,5-a]pyridin-3-yl)dihydropyrimidine-2,4(1H,3H)-dione COC1CC(C1)CN1[C@H](CN(CC1)CC1=CC=2N(C=C1)N=CC2N2C(NC(CC2)=O)=O)C